CS(=O)(=O)C1=CC(=C(C=C1)NCC#CC=1N(C=2C=CC=C(C2C1)NC1CCNCC1)CC(F)(F)F)OC 2-{3-[(4-methanesulfonyl-2-methoxyphenyl)amino]prop-1-yn-1-yl}-N-(piperidin-4-yl)-1-(2,2,2-trifluoroethyl)-1H-indol-4-amine